C(C=C)(=O)O.C[Si](OC)(OC)OC methyl-(trimethoxysilane) acrylate